COCCOCCOCCN 2-[2-(2-methoxy-ethoxy)-ethoxy]-ethylamine